6,10,14-trimethyl-3,5-pentadecadien-2-one CC(=CC=CC(C)=O)CCCC(CCCC(C)C)C